FC(C(=O)O)(F)F.C(C)C=1C(NC2=CC(=CN=C2C1)CN1CCN(CC1)CC1CCNCC1)=O 3-ethyl-7-((4-(piperidin-4-ylmethyl)piperazin-1-yl)methyl)-1,5-naphthyridin-2(1H)-one trifluoroacetate